1-(6-(trifluoromethyl)pyridazin-3-yl)cyclobutan-1-ol FC(C1=CC=C(N=N1)C1(CCC1)O)(F)F